(2,2-dimethyl-1,3-dioxolan-4-yl)-methyl (9E,12E)-9,12-octadecadienoate C(CCCCCCC\C=C\C\C=C\CCCCC)(=O)OCC1OC(OC1)(C)C